CC(C=C)(CCCCC)O 3-methyl-1-octen-3-ol